3-bromo-N5-(4-chlorobenzyl)-1-(2-chloroethyl)-N2-(2-(1,1-dioxidoisothiazolidin-2-yl)ethyl)-6-oxo-1,6-dihydropyridine-2,5-dicarboxamide BrC1=C(N(C(C(=C1)C(=O)NCC1=CC=C(C=C1)Cl)=O)CCCl)C(=O)NCCN1S(CCC1)(=O)=O